C(C1=CC=CC=C1)OCC1=CC=CC=C1 dibenzylether